FC=1C=C(C=CC1C(NCC1COC1)=O)CC=1C=C(C2=C(CCO2)C1C)C(=O)N[C@H]1CCOC[C@@H]1O 1,5-anhydro-2,3-dideoxy-3-({5-[(3-fluoro-4-{[(oxetan-3-yl)methyl]carbamoyl}-phenyl)methyl]-4-methyl-2,3-dihydro-1-benzofuran-7-carbonyl}amino)-L-threo-pentitol